(2'S)-2-ethyl-1'-[[1-(ethylsulfonylmethyl)triazol-4-yl]methyl]-2'-methyl-spiro[6,7-dihydrothieno[3,2-c]pyran-4,4'-piperidine] C(C)C1=CC2=C(CCOC23C[C@@H](N(CC3)CC=3N=NN(C3)CS(=O)(=O)CC)C)S1